FC1=C(OC(C(=O)O)(C)C)C=CC(=C1)CN1CCN(CC1)C1=CC=C(C=C1)C(F)(F)F 2-(2-Fluoro-4-((4-(4-(trifluoromethyl)phenyl)piperazin-1-yl)methyl)phenoxy)-2-methylpropanoic acid